bromo-4-chloro-6-fluoro-3-((1R,2R)-2-methylcyclopropyl)aniline BrNC1=CC(=C(C=C1F)Cl)[C@H]1[C@@H](C1)C